C(C)(=O)N(C1=CC=C(C=C1)C1=CC=C(C=N1)C(=O)NCC=1C(=NC=CC1)C)CCC(F)(F)F 6-[4-[acetyl-(3,3,3-trifluoropropyl)amino]phenyl]-N-[(2-methyl-3-pyridyl)methyl]pyridine-3-carboxamide